C(C=C)C1=C(C=CC(=C1)F)NC1=C(C(=O)OCC)C=C(C=N1)Cl Ethyl 2-((2-allyl-4-fluorophenyl)amino)-5-chloronicotinate